N[C@]1(CN(CC1)C1=CC=C(C=N1)CCN1C[C@@H]2N([C@@H](CN(C2)C2=C3C=CC(=NC3=C(C=C2)C#N)[2H])C)CC1)C 5-[(4R,9aS)-8-[2-[6-[(3R)-3-amino-3-methyl-pyrrolidin-1-yl]-3-pyridyl]ethyl]-4-methyl-3,4,6,7,9,9a-hexahydro-1H-pyrazino[1,2-a]pyrazin-2-yl]-2-deuterio-quinoline-8-carbonitrile